N-ethyl-N-3-sulfopropyl-3-methylaniline sodium salt [Na+].C(C)N(C1=CC(=CC=C1)C)CCCS(=O)(=O)[O-]